FC=1C=CC2=C(CCO2)C1CNC1=NC=C(C2=CC=NC=C12)C1=CC(=NN1C)C(=O)OC methyl 5-[1-[(5-fluoro-2,3-dihydrobenzofuran-4-yl)methylamino]-2,7-naphthyridin-4-yl]-1-methyl-pyrazole-3-carboxylate